C(CCC)OC(CCCCCCC)=O Butyl-n-octanoat